N-(2-acetamidoethyl)-4-(6-phenylimidazo[1,5-a]pyrazin-3-yl)benzamide C(C)(=O)NCCNC(C1=CC=C(C=C1)C1=NC=C2N1C=C(N=C2)C2=CC=CC=C2)=O